N,2,4,5-tetramethylimidazole CN1C(=NC(=C1C)C)C